chloroboron silicon [Si].Cl[B]